N-[5-(2-chloro-5-cyanophenyl)-1-trityl-1H-indazol-3-yl]-3-(methylamino)cyclobutanecarboxamide ClC1=C(C=C(C=C1)C#N)C=1C=C2C(=NN(C2=CC1)C(C1=CC=CC=C1)(C1=CC=CC=C1)C1=CC=CC=C1)NC(=O)C1CC(C1)NC